C(C1=CC=CC=C1)N1N=CC(=C1)C=1C(=CC(N(C1)C)=O)C1=CC=C(C#N)C=C1 4-(5-(1-benzyl-1H-pyrazol-4-yl)-1-methyl-2-oxo-1,2-dihydro-pyridin-4-yl)benzonitrile